S(C)(=O)(=O)O.NC1=CC=C(C=C1)C1=NC(=C2N=C(N(C2=N1)C)CN(C1=NC=C(C=N1)C(=O)NO)C)N1CCOCC1 2-[[[2-(4-aminophenyl)-9-methyl-6-(4-morpholinyl)-9H-purin-8-yl]methyl]methylamino]-N-hydroxy-5-pyrimidinecarboxamide mesylate salt